CN(C(=O)C1(CC(C1)NC=1N=CC2=C(N1)NC=C2C2=CC=1N(C=C2)N=CC1)C)C (1r,3r)-N,N,1-trimethyl-3-((5-(pyrazolo[1,5-a]pyridin-5-yl)-7H-pyrrolo[2,3-d]pyrimidin-2-yl)amino)cyclobutane-1-carboxamide